BrC=1C=CC2=C(C(N(S2(=O)=O)C2CC2)=O)C1F 5-bromo-2-cyclopropyl-4-fluorobenzo[d]isothiazol-3(2H)-one 1,1-dioxide